N-(4-amino-3-(2-chloro-5-fluorophenoxy)-7H-pyrazolo[4,5,1-de]phenanthridin-2-yl)-3-fluoro-5-(trifluoromethyl)benzamide NC1=NN2C=3C1=C(C(=CC3C3=CC=CC=C3C2)NC(C2=CC(=CC(=C2)C(F)(F)F)F)=O)OC2=C(C=CC(=C2)F)Cl